COC1=C(C=C(C(=C1)C)OC)CCNCC1=C(C=CC=C1)F 2-(2,5-dimethoxy-4-methylphenyl)-N-(2-fluorobenzyl)ethylamine